4-(4-chloro-2-fluorophenyl)-2-(2-chlorophenyl)-5-[(2-methoxypyridin-4-yl)methyl]-1H-pyrazolo[4,3-c]pyridine-3,6(2h,5h)-dione ClC1=CC(=C(C=C1)C=1N(C(C=C2C1C(N(N2)C2=C(C=CC=C2)Cl)=O)=O)CC2=CC(=NC=C2)OC)F